2,2'-ethylidenebis[4,6-di-t-butylphenol] C(C)(C1=C(C(=CC(=C1)C(C)(C)C)C(C)(C)C)O)C1=C(C(=CC(=C1)C(C)(C)C)C(C)(C)C)O